C1(CC1)C1=CC(=C(C(=O)NC2=CC(=C(C=C2)F)C=2C=NNC2)C=C1C(F)(F)F)OC1=C(C=C(C=C1)F)C 4-Cyclopropyl-2-(4-fluoro-2-methylphenoxy)-N-(4-fluoro-3-(1H-pyrazol-4-yl)phenyl)-5-(trifluoromethyl)benzamide